CS(=O)(=O)OCCC[C@H](CNC1=C(C=CC(=C1)Br)[N+](=O)[O-])C (R)-5-((5-bromo-2-nitrophenyl) amino)-4-methylpentyl methanesulfonate